N-ethyl-2,2-diisopropylbutyramide C(C)NC(C(CC)(C(C)C)C(C)C)=O